2-(2,6-dioxopiperidin-3-yl)-4-((2-(2-(2-(3-(4-(2-(4-(4-(isoquinolin-4-yl)phenyl)-1H-pyrazol-1-yl)acetyl)piperazin-1-yl)-3-oxopropoxy)ethoxy)ethoxy)ethyl)amino)isoindoline-1,3-dione O=C1NC(CCC1N1C(C2=CC=CC(=C2C1=O)NCCOCCOCCOCCC(=O)N1CCN(CC1)C(CN1N=CC(=C1)C1=CC=C(C=C1)C1=CN=CC2=CC=CC=C12)=O)=O)=O